C1(CCC(CC1)C(C)C)(C)OCC(C)O 1-(1-menthoxy)propan-2-ol